COC=1C=C2C(=NC1OC)SC(=C2)C(=O)C(C(=O)OC)CC(=O)OC Dimethyl 2-(5,6-dimethoxythieno[2,3-b]pyridine-2-carbonyl)succinate